ClC1=C(CN2C(=C(C3=CC(=CC=C23)C(=O)OCC=C)C)C)C=C(C=C1)O[C@@H](C(=O)OC)C(C)C (R)-Allyl 1-(2-chloro-5-((1-methoxy-3-methyl-1-oxobutan-2-yl)oxy)benzyl)-2,3-dimethyl-1H-indole-5-carboxylate